CC=1C=C(C=C(C1)N1C(C=CC2=CN=C3C(=C12)C=CC(=C3)C3=CC=C(C=C3)NS(=O)(=O)C)=O)NC(C=C)=O N-(3-Methyl-5-(8-(4-(methylsulfonamido)phenyl)-2-oxobenzo[h][1,6]naphthyridin-1(2H)-yl)phenyl)acrylamide